C(=O)O.C(C)NC=1C=C(C=C(C1C)C)NC1=NC=C(C(=N1)NC=1C=CC2=C(NC(O2)=O)C1)C 5-(2-(3-(ethylamino)-4,5-dimethylphenylamino)-5-methylpyrimidin-4-ylamino)benzo[d]oxazol-2(3H)-one formate salt